5-chloro-4-(2-oxoethyl)-1-(2,3,6-trifluorobenzyl)-1H-pyrazole-3-carboxylic acid ethyl ester C(C)OC(=O)C1=NN(C(=C1CC=O)Cl)CC1=C(C(=CC=C1F)F)F